COC1=C(C=C(C=C1)C1(CCOCC1)C)S(=O)(=O)NC(=O)C1=NC2=CC=CC(=C2C=C1)N1N=C(C=C1)C N-((2-methoxy-5-(4-methyltetrahydro-2H-pyran-4-yl)phenyl)sulfonyl)-5-(3-methyl-1H-pyrazol-1-yl)quinoline-2-carboxamide